Methyl N-(2-((S)-1-(2,3-difluorobenzyl)-5-oxopyrrolidin-2-yl)acetyl)-N-ethyl-O-methyl-L-threoninate FC1=C(CN2[C@@H](CCC2=O)CC(=O)N([C@@H]([C@H](OC)C)C(=O)OC)CC)C=CC=C1F